Cl.NC1CCN(CC1)C(C)=O 1-(4-aminopiperidin-1-yl)ethan-1-one hydrochloride